cyclooctadiene copper [Cu].C1=CC=CCCCC1